ClC=1C=C2C=CC(=CC2=CC1)OCC(CN1CCN(CC1)C1=C(C=CC(=N1)O)F)O 6-(4-(3-((6-chloronaphthalen-2-yl)oxy)-2-hydroxypropyl)piperazin-1-yl)-5-fluoropyridin-2-ol